N-((2,6-dihydroxy-3'-methyl-4-pentyl-[1,1'-biphenyl]-3-yl)sulfonyl)-3-oxobutanamide OC1=C(C(=CC(=C1S(=O)(=O)NC(CC(C)=O)=O)CCCCC)O)C1=CC(=CC=C1)C